C(C)(C)(C)OC(=O)N1CC2=C(C=C(C=C2CC1)Br)C 6-bromo-8-methyl-3,4-dihydro-1H-isoquinoline-2-carboxylic acid tert-butyl ester